C(C1=CC=CC=C1)NC(C)CC1=CC2=C(C=C1)OCO2 N-benzyl-3,4-methylenedioxy-amphetamine